ClC1=CC(=NC(=N1)C(C)(F)F)C1=CNC2=CN=C(C=C21)NC(C)=O N-(3-(6-chloro-2-(1,1-difluoroethyl)pyrimidin-4-yl)-1H-pyrrolo[2,3-c]pyridin-5-yl)acetamide